methylgermaniumthiol C[GeH3+]S